ClC1=CC=C(C=C1)C1=CC(=NN1)N (5-(4-chlorophenyl)-1H-pyrazol-3-yl)amine